BrC=1N=C(N(C1)C)[C@H](C)O (S)-1-(4-bromo-1-methyl-1H-imidazol-2-yl)ethanol